NN1C(=C(C(=C1)C1=NN(C=C1)C(C)C)C1=NC=CC=C1)C(=O)OCC ethyl 1-amino-4-(1-isopropyl-1H-pyrazol-3-yl)-3-(pyridin-2-yl)-1H-pyrrole-2-carboxylate